C(C1=CC=CC=C1)N1CC(CC1)N(C(OC(C)(C)C)=O)C1CC2(C1)CCC2 tert-butyl (1-benzylpyrrolidin-3-yl)(spiro[3.3]heptan-2-yl)carbamate